C(#N)C=1C=C2C(=CNC2=CC1)NC(=O)N1CC2=CC=C(C=C2CC1)C1=CC=CC=C1 N-(5-cyano-1H-indol-3-yl)-6-phenyl-3,4-dihydroisoquinoline-2(1H)-carboxamide